The molecule is a pyrazolo[4,3-d]pyrimidin-7-one having a methyl substituent at the 1-position, a propyl substituent at the 3-position and a 2-ethoxy-5-[(4-methylpiperazin-1-yl)sulfonyl]phenyl group at the 5-position. It has a role as a vasodilator agent and an EC 3.1.4.35 (3',5'-cyclic-GMP phosphodiesterase) inhibitor. It is a pyrazolopyrimidine, a member of piperazines and a sulfonamide. CCCC1=NN(C2=C1N=C(NC2=O)C3=C(C=CC(=C3)S(=O)(=O)N4CCN(CC4)C)OCC)C